C1(CCCCC1)C(=O)[O-] Cyclohexanecarboxylat